N,N-bis(3-(2-methoxyethoxy)benzyl)-4-((2-morpholinoethoxy)methyl)thiazol-2-amine COCCOC=1C=C(CN(C=2SC=C(N2)COCCN2CCOCC2)CC2=CC(=CC=C2)OCCOC)C=CC1